4-bromo-1-cyclopropylpyridin-2-one BrC1=CC(N(C=C1)C1CC1)=O